[3-[4-(4-Fluorophenoxy)phenyl]azetidin-1-yl]-[(3R)-3-(1H-triazol-5-yl)pyrrolidin-1-yl]methanone FC1=CC=C(OC2=CC=C(C=C2)C2CN(C2)C(=O)N2C[C@@H](CC2)C2=CN=NN2)C=C1